C(C)OC1=C(C=C(C=N1)C1=CC(=C2C(=N1)N=C(N2)C2=C(C=C(C=C2)N2CCC(CC2)C(=O)OCC)F)N(C)CC2(CCCC2)COC)C(F)(F)F Ethyl 1-(4-{5-[6-ethoxy-5-(trifluoromethyl)pyridin-3-yl]-7-[{[1-(methoxymethyl)cyclopentyl]methyl}(methyl)amino]-1H-imidazo[4,5-b]pyridin-2-yl}-3-fluorophenyl)piperidine-4-carboxylate